7-(2-(Dimethylamino)ethoxy)-4-morpholino-N-(3-phenyl-1H-pyrazol-5-yl)pyrido[3',2':4,5]furo[3,2-d]pyrimidin-2-amine hydrochloride Cl.CN(CCOC=1C=CC2=C(OC3=C2N=C(N=C3N3CCOCC3)NC3=CC(=NN3)C3=CC=CC=C3)N1)C